CC1=CSC=2CNC(C21)=O 3-methyl-5,6-dihydrothieno[2,3-c]Pyrrole-4-one